Dimethyl[(piperidin-3-ylmethyl)imino]-λ6-sulfanone CS(=O)(=NCC1CNCCC1)C